CCOCCO Ethoxyethanol